C(C1=CC=CC=C1)NC(\C=C\C1=CC(=CC=C1)OC1=CC=CC=C1)=O (E)-N-benzyl-3-phenoxycinnamamide